3-methylphenyl 1,1,3,3-tetramethyl-butyl ether CC(CC(C)(C)C)(C)OC1=CC(=CC=C1)C